BrC1=C2CCN(C2=CC=C1)C(=O)[C@H]1N(CCC1)C(=O)OC(C)(C)C Tert-butyl (S)-2-(4-bromoindoline-1-carbonyl)pyrrolidine-1-carboxylate